CC1(CCN(CC1)C=1OC2=C(C=C(C=C2C(C1C)=O)C)[C@H](C)NC1=C(C(=CC=C1)F)B(O)O)C (S)-(2-((1-(2-(4,4-dimethylpiperidin-1-yl)-3,6-dimethyl-4-oxo-4H-chromen-8-yl)ethyl)amino)-6-fluorophenyl)boronic acid